N,N,N'-trimethyl-N'-(2-hydroxyethyl)propylenediamine CN(CC(C)N(CCO)C)C